4-bromo-1-methoxy-2-(3-methoxypropoxy)benzene BrC1=CC(=C(C=C1)OC)OCCCOC